N-((7R)-2-cyano-2-azabicyclo[2.2.1]heptan-7-yl)-4-(4-((4-fluorophenyl)thio)pyridin-3-yl)benzamide C(#N)N1C2CCC(C1)[C@H]2NC(C2=CC=C(C=C2)C=2C=NC=CC2SC2=CC=C(C=C2)F)=O